[Cl-].C1(C=CC=C1)C(O[Ti+3])C1C=CC=C1.[Cl-].[Cl-] bis(cyclopentadienyl)methoxytitanium chloride